7-oxo-9-(3-methoxyphenyl)-8-(4-dimethylaminobenzyl)-3,6-dioxa-8-aza-nonanyl-N,N-dimethyl-amine O=C(OCCOCCN(C)C)N(CC1=CC(=CC=C1)OC)CC1=CC=C(C=C1)N(C)C